2-[4-(hydroxymethyl)cyclohexyl]-7-isopropoxy-N-[6-(trifluoromethyl)-2-pyridinyl]imidazo[1,2-a]pyridine-6-carboxamide OCC1CCC(CC1)C=1N=C2N(C=C(C(=C2)OC(C)C)C(=O)NC2=NC(=CC=C2)C(F)(F)F)C1